(6aS)-6-methyl-5,6,6a,7-tetrahydro-4H-dibenzo[de,g]quinoline CN1CCC=2C3=C(C4=C(C[C@H]13)C=CC=C4)C=CC2